BrC1=CC=C(OP(=O)(OC2=CC=C(C=C2)[N+](=O)[O-])NCC(=O)OC)C=C1 Methyl ((4-bromophenoxy)(4-nitrophenoxy)phosphoryl)glycinate